C1(CC1)OC=1C=C(C=CC1)NC(OC1=CC=CC=C1)=O phenyl (3-cyclopropoxyphenyl)carbamate